Isopropoxycarbonyl 4-[4-[[2-[2-[tert-butoxycarbonyl(cyclopropylmethyl)amino]-4-pyridyl] oxazole-4-carbonyl]amino]-3-(difluoromethyl)pyrazol-1-yl]-2-fluoro-benzoate C(C)(C)(C)OC(=O)N(C1=NC=CC(=C1)C=1OC=C(N1)C(=O)NC=1C(=NN(C1)C1=CC(=C(C(=O)OC(=O)OC(C)C)C=C1)F)C(F)F)CC1CC1